C(#N)C1=CC=C(OC=2C=C(C=NC2)NC(C=C)=O)C=C1 N-{5-(4-cyanophenoxy)pyridin-3-yl}acrylamide